4-[3-[2,6-Dichloro-4-(7-methyl-2,7-diazaspiro[3.4]octan-2-yl)benzoyl]-2,4-dihydro-1,3-benzoxazin-8-yl]-5-fluoro-2-(3-oxa-8-azabicyclo[3.2.1]octan-8-yl)benzoic acid ClC1=C(C(=O)N2COC3=C(C2)C=CC=C3C3=CC(=C(C(=O)O)C=C3F)N3C2COCC3CC2)C(=CC(=C1)N1CC2(C1)CCN(C2)C)Cl